C(C1=CC=CC=C1)N1C(C(=CC1=O)C(F)(F)F)=O 1-Benzyl-3-(trifluoromethyl)-1H-pyrrole-2,5-dione